diazidonaphthoquinone-5-sulfonyl chloride N(=[N+]=[N-])C1=C(C(C=2C=CC=C(C2C1=O)S(=O)(=O)Cl)=O)N=[N+]=[N-]